dibenzyl 2,7-fluorenedicarboxylate C1=C(C=CC=2C3=CC=C(C=C3CC12)C(=O)OCC1=CC=CC=C1)C(=O)OCC1=CC=CC=C1